3-(1H-benzimidazol-2-yl)-alanine N1C(=NC2=C1C=CC=C2)C[C@H](N)C(=O)O